BrC=1C(=C(SC1Cl)Cl)S(=O)(=O)NC1=C(N=CS1)C(=O)O 5-[(4-bromo-2,5-dichlorothiophen-3-yl)sulfonylamino]-1,3-thiazole-4-carboxylic acid